C(C)N=C[C@H](O)[C@@H](O)[C@H](O)[C@H](O)CO N-ethyl-glucose imine